methyl 1-(4-(1-chloroethyl)phenoxy)cyclopropanecarboxylate ClC(C)C1=CC=C(OC2(CC2)C(=O)OC)C=C1